(1-((2-(Trimethylsilyl)ethoxy)methyl)-1H-pyrrolo[3,2-b]pyridin-2-yl)boronic acid C[Si](CCOCN1C(=CC2=NC=CC=C21)B(O)O)(C)C